(1S,3R)-3-(3-{[(2-meth-oxypyridin-4-yl)carbonyl]amino}-1H-pyrazol-5-yl)cyclopentyl propyl-carbamate C(CC)NC(O[C@@H]1C[C@@H](CC1)C1=CC(=NN1)NC(=O)C1=CC(=NC=C1)OC)=O